Benzyl-trichloroacetamide C(C1=CC=CC=C1)NC(C(Cl)(Cl)Cl)=O